FC1(C(C1)N)F 2,2-difluorocyclopropan-1-amine